Tribehenyl-phosphat C(CCCCCCCCCCCCCCCCCCCCC)OP(=O)(OCCCCCCCCCCCCCCCCCCCCCC)OCCCCCCCCCCCCCCCCCCCCCC